The molecule is a non-proteinogenic amino acid derivative that is the methyl ester of N-(2,6-dichlorobenzyl)-3-[2-(2,6-dichlorophenyl)-6-quinolyl]-N-methylalanine. It is a member of quinolines, an alpha-amino acid ester, a dichlorobenzene, a methyl ester, a non-proteinogenic amino acid derivative and a tertiary amino compound. It derives from a N-(2,6-dichlorobenzyl)-3-[2-(2,6-dichlorophenyl)-6-quinolyl]-N-methylalanine. CN(CC1=C(C=CC=C1Cl)Cl)C(CC2=CC3=C(C=C2)N=C(C=C3)C4=C(C=CC=C4Cl)Cl)C(=O)OC